NC1=C2N=CN(C2=NC=N1)[C@@H]1O[C@@H]([C@@H]2[C@H]1OC(O2)(C)C)CN(CCCCCCOCCOCCNC(OC(C)(C)C)=O)S(N)(=O)=O tert-butyl (2-(2-((6-((((3aR,4R,6R,6aR)-6-(6-amino-9H-purin-9-yl)-2,2-dimethyltetrahydrofuro[3,4-d][1,3]dioxol-4-yl)methyl)(sulfamoyl)amino)hexyl)oxy)ethoxy)ethyl)carbamate